ClC=1C=C2C(=NC=NC2=C(C1)SC(F)F)OC1OCCCC1 6-chloro-8-(difluoromethylsulfanyl)-4-tetrahydropyran-2-yloxy-quinazoline